CC(C(CN1[C@@H](CCN2C1=NC(=CC2=O)N2CC1CCC(C2)O1)C(F)(F)F)=O)C (S)-9-(3-Methyl-2-oxo-butyl)-2-(8-oxa-3-aza-bicyclo[3.2.1]oct-3-yl)-8-trifluoromethyl-6,7,8,9-tetrahydro-pyrimido[1,2-a]-pyrimidin-4-one